C(C1=CC(=NC=C1C([2H])([2H])[2H])C1=CC(=C(C=C1)C([2H])([2H])[2H])C1=NC(=CC=C1)C([2H])([2H])[2H])([2H])([2H])[2H] 4,5-bis(methyl-d3)-2-(4-(methyl-d3)-3-(6-(methyl-d3)pyridin-2-yl)phenyl)pyridine